Octadecyl-Phosphoric Acid C(CCCCCCCCCCCCCCCCC)OP(O)(O)=O